C(C1=CC=CC=C1)OC1=CC=C(C(=N1)Cl)C(=O)NC1CC=CC1 6-(benzyloxy)-2-chloro-N-(cyclopent-3-en-1-yl)pyridine-3-carboxamide